ClC1=NN=CC2=CC(=CC=C12)Cl 4,7-dichlorophthalazine